undecanoic acid-1,1-diphenylmethyl ester C1(=CC=CC=C1)C(C1=CC=CC=C1)OC(CCCCCCCCCC)=O